OC1=C(C(=O)C2=CC=C(C=C2)OC(C)C)C=CC(=C1)OC(C)C 2-hydroxy-4,4'-diisopropoxybenzophenone